C(C)(C)(C)OC(=O)NC1=C2N=CN(C2=NC=N1)CC1=C(OCCC[C@H]2N(S(OC2)=O)C(=O)OC(C)(C)C)C=CC(=C1Cl)Cl tert-butyl (4R)-4-(3-(2-((6-((tert-butoxycarbonyl) amino)-9H-purin-9-yl) methyl)-3,4-dichlorophenoxy) propyl)-1,2,3-oxathiazolidine-3-carboxylate 2-oxide